BrC1=C(C(=CC=C1)Cl)OC(F)(F)Br 1-bromo-2-(bromodifluoromethoxy)-3-chlorobenzene